(1-bromo-6,7,8,9-tetrahydro-5H-benzo[7]annulen-5-yl)piperazin BrC1=CC=CC2=C1CCCCC2N2CCNCC2